FC=1C=C(C=C2C(C(=NC12)C)(C)C)B1OCCCC(C(O1)(C)C)(C)C 7-fluoro-2,3,3-trimethyl-5-(4,4,5,5-tetramethyl-1,3,2-dioxaborocan-2-yl)-3H-indole